NC1=C(C=C(C=N1)NC(C(=O)N1C(CN(C(C1)C)C1(CC1)C(F)(F)F)C1=CC=C(C=C1)F)=O)C N-(6-amino-5-methylpyridin-3-yl)-2-(2-(4-fluorophenyl)-5-methyl-4-(1-(trifluoromethyl)cyclopropyl)piperazin-1-yl)-2-oxoacetamide